[3-[2-[7-amino-2-(2-hydroxyphenyl)imidazo[1,2-a]pyrimidin-6-yl]ethynyl]cyclobutoxy]piperidine-1-carboxylic acid tert-butyl ester C(C)(C)(C)OC(=O)N1C(CCCC1)OC1CC(C1)C#CC=1C(=NC=2N(C1)C=C(N2)C2=C(C=CC=C2)O)N